2-(1,5-dimethyl-3-pivaloyl-1H-pyrazol-4-yl)acetaldehyde CN1N=C(C(=C1C)CC=O)C(C(C)(C)C)=O